N-(3-((3-(trifluoromethyl)cyclopentyl)oxy)-2,3-dihydro-1H-inden-5-yl)-acrylamide FC(C1CC(CC1)OC1CCC2=CC=C(C=C12)NC(C=C)=O)(F)F